N'-[2,5-dimethyl-6-(1-methyl-2-propoxy-ethoxy)-3-pyridyl]-N-ethyl-N-methyl-formamidine CC1=NC(=C(C=C1N=CN(C)CC)C)OC(COCCC)C